1,6-dibromo-3-hexene BrCCC=CCCBr